7-bromo-6-chloro-5-fluoro-4-hydroxy-1-(2-isopropyl-4-methylpyridin-3-yl)quinazolin-2-one BrC1=C(C(=C2C(=NC(N(C2=C1)C=1C(=NC=CC1C)C(C)C)=O)O)F)Cl